[(oxan-4-ylsulfanyl)methyl]-3H-quinazolin O1CCC(CC1)SCC1N=C2C=CC=CC2=CN1